CC1CN(C(=CC1)C1=CC(=CC=C1)NC)C(=O)OC(C)(C)C tert-Butyl 3-methyl-6-[3-(methylamino)phenyl]-3,4-dihydro-2H-pyridine-1-carboxylate